ClC=1C=C(C=CC1Cl)C=1N=C(SC1SC(C)C)N1N=C(C(=C1C(=O)O)C1=CC(=CC(=C1)OC1COC1)C)C 1-(4-(3,4-dichlorophenyl)-5-(isopropylthio)thiazol-2-yl)-3-methyl-4-(3-methyl-5-(oxetan-3-yloxy)phenyl)-1H-pyrazole-5-carboxylic acid